FC1=CC=C(CSC=2NC(=NN2)NC(=O)C=2NC(=CC2)\C=C\2/C(NC3=CC=CC=C23)=O)C=C1 (Z)-N-(5-((4-fluorobenzyl)thio)-4H-1,2,4-triazol-3-yl)-5-((2-oxoindolin-3-ylidene)methyl)-1H-pyrrole-2-carboxamide